N'-((2,3-dihydro-1H-cyclopenta[c]quinolin-4-yl)carbamoyl)-2-(2-hydroxypropan-2-yl)thiazole-5-sulfonimidamide C1CCC=2C(=NC=3C=CC=CC3C21)NC(=O)N=S(=O)(N)C2=CN=C(S2)C(C)(C)O